S(=O)([O-])S(=O)[O-].[Na+].C=1N=CN2C1C1=CC=CC=C1[C@H]2[C@@H]2[C@H](CCCC2)O.[Na+] (1S,2R)-2-((R)-5H-imidazo[5,1-a]isoindol-5-yl)cyclohexan-1-ol sodium dithionite salt